C(C)OC(=O)C=1NC2=CC=C(C=C2C1C#C)Cl 5-Chloro-3-ethynyl-1H-indole-2-carboxylic acid ethyl ester